ClC1=CC(=C(C(=C1)F)C=1C=2N(N=C(C1)[C@H]1C[C@@H](OCC1)C=1C=NN(C1)C1CC1)C(C(=C(N2)C)C)=O)F |r| 9-(4-chloro-2,6-difluoro-phenyl)-7-[rac-(2R,4R)-2-(1-cyclopropylpyrazol-4-yl)tetrahydropyran-4-yl]-2,3-dimethyl-pyrimido[1,2-b]pyridazin-4-one